3-hydroxycyclohexane-1,2-diamide OC1C(C(CCC1)C(=O)N)C(=O)N